(R)-N-(amino(4-((dimethylamino)methyl)-2-fluorophenyl)(oxo)-λ6-sulfaneylidene)-2-(4-(difluoromethyl)-2,6-diisopropylphenyl)acetamide N[S@](=NC(CC1=C(C=C(C=C1C(C)C)C(F)F)C(C)C)=O)(=O)C1=C(C=C(C=C1)CN(C)C)F